FC1=CC2=C(OCCN2C=2C=C(C(=O)O)C(=CN2)C=2OC3=C(N2)C=CC(=C3)F)C=C1 2-(6-fluoro-2,3-dihydro-4H-benzo[b][1,4]oxazin-4-yl)-5-(6-fluorobenzo[d]oxazol-2-yl)isonicotinic acid